2-chloro-6-methyl-4-(1-methyl-2-oxo-5-phenyl-1,2-dihydropyridin-4-yl)-1,6-dihydro-7H-pyrrolo[2,3-c]pyridin-7-one ClC1=CC2=C(C(N(C=C2C2=CC(N(C=C2C2=CC=CC=C2)C)=O)C)=O)N1